2-(2,4-dimethyl-6-nitrophenoxy)-N-(5-methyl-1,2-oxazol-3-yl)propanamide CC1=C(OC(C(=O)NC2=NOC(=C2)C)C)C(=CC(=C1)C)[N+](=O)[O-]